OCC(C)(C)N1CC=CC=C1 1-(1-hydroxy-2-methylpropan-2-yl)-1H-pyridine